FC1=C(C(=CC(=C1)C=1C(=NC=CC1)SC(C)C)F)N1CCC2(C(C2)C(=O)O)CC1 6-[2,6-difluoro-4-(2-isopropylsulfanyl-3-pyridyl)phenyl]-6-azaspiro[2.5]octan-2-carboxylic acid